COC(=O)C1(OCCC1)C(=O)O methoxycarbonyltetrahydrofuran-2-carboxylic acid